(azidomethyl)piperazine-1-carboxylic acid tert-butyl ester C(C)(C)(C)OC(=O)N1C(CNCC1)CN=[N+]=[N-]